C1=CC=CC=2C3=CC=CC=C3C(C12)COC(=O)N[C@H](C(=O)O)CC1=CC=C2C(=CN(C2=C1)C)Cl (S)-2-((((9H-fluoren-9-yl)methoxy)carbonyl)amino)-3-(3-chloro-1-methyl-1H-indol-6-yl)propanoic acid